methyl 4-formyl-7-(2-(trifluoromethoxy)benzamido)-2,3-dihydrobenzofuran-5-carboxylate C(=O)C1=C(C=C(C2=C1CCO2)NC(C2=C(C=CC=C2)OC(F)(F)F)=O)C(=O)OC